2-[5-(4-cyclopropylphenyl)-3-(ethanesulfonyl)pyridin-2-yl]-6-(trifluoromethyl)indazole C1(CC1)C1=CC=C(C=C1)C=1C=C(C(=NC1)N1N=C2C=C(C=CC2=C1)C(F)(F)F)S(=O)(=O)CC